N-[4-[1-[[5-[5-(difluoromethyl)-1,3,4-oxadiazol-2-yl]thiophen-2-yl]methyl]triazol-4-yl]phenyl]-4,5-dihydro-1,3-thiazol-2-amine FC(C1=NN=C(O1)C1=CC=C(S1)CN1N=NC(=C1)C1=CC=C(C=C1)NC=1SCCN1)F